2-(Methylsulfonyl)-6-phenyl-7H-pyrano[2,3-d]pyrimidine-7-one CS(=O)(=O)C=1N=CC2=C(N1)OC(C(=C2)C2=CC=CC=C2)=O